N-(3-((4-chlorophenyl)sulfonamido)phenyl)benzamide ClC1=CC=C(C=C1)S(=O)(=O)NC=1C=C(C=CC1)NC(C1=CC=CC=C1)=O